COC1=CC2=C(N=C(S2)NC(C)=O)C=C1 N-(6-methoxybenzothiazole-2-yl)acetamide